1-tert.butylamino-3,6-dimethyl-3,6-diaza-cycloheptane C(C)(C)(C)NC1CN(CCN(C1)C)C